BrC1=C(C(=CC2=C1C[C@@](O2)(C(=O)N(C)OC)C2=CC=CC=C2)F)Cl (S)-4-bromo-5-chloro-6-fluoro-N-methoxy-N-methyl-2-phenyl-2,3-dihydrobenzofuran-2-carboxamide